C(#N)C(C(=O)OC)CC 1-methyl 2-cyanobutyrate